C(CCC)C1=CC(OC2=C(C(=CC=C12)OC)C(=O)N1CCCC2=CC=CC=C12)=O 4-Butyl-7-methoxy-8-(1,2,3,4-tetrahydroquinolin-1-carbonyl)-2H-chromen-2-one